CC1(C(C(CCC1)(CC(=C)C)CC(=C)C)O)C 2,2-dimethyl-6,6-bis(2-methylprop-2-enyl)cyclohexan-1-ol